4-{6-[4-(4-(2-((2R,6S)-4-acetyl-2,6-dimethylpiperazin-1-yl)ethoxy)phenyl)piperidin-1-yl]pyridin-3-yl}-6-methyl-1H-pyrrolo[2,3-c]pyridin-7(6H)-one C(C)(=O)N1C[C@H](N([C@H](C1)C)CCOC1=CC=C(C=C1)C1CCN(CC1)C1=CC=C(C=N1)C=1C2=C(C(N(C1)C)=O)NC=C2)C